2-(1-Ethyl-1H-pyrazol-4-yl)-3-fluoro-5-[({1-[2-fluoro-4-(trifluoromethyl)phenyl]cyclopropyl}carbonyl)amino]benzoic acid C(C)N1N=CC(=C1)C1=C(C(=O)O)C=C(C=C1F)NC(=O)C1(CC1)C1=C(C=C(C=C1)C(F)(F)F)F